FC=1C=2N(C=CC1)N=C(C2)[C@H]2N(CCC1=C2N=CN1)C1=CC=C(N=N1)C(=O)NC1(CC1)C (S)-6-(4-(4-fluoropyrazolo[1,5-a]pyridin-2-yl)-1,4,6,7-tetrahydro-5H-imidazo[4,5-c]pyridin-5-yl)-N-(1-methylcyclopropyl)pyridazine-3-carboxamide